C(C)(=O)C1=C(C=C(C=C1)Cl)C1=CC(N(C=C1OC)C(C(=O)NC1=CC=C2C(=N1)N=CN2)CC2=CC=CC=C2)=O 2-(4-(2-acetyl-5-chlorophenyl)-5-methoxy-2-oxopyridin-1(2H)-yl)-N-(1H-imidazo[4,5-b]pyridin-5-yl)-3-phenylpropanamide